(3R)-3-[5-(1-aminoisoquinolin-3-yl)-1-oxo-2,3-dihydro-1H-isoindol-2-yl]piperidine-2,6-dione NC1=NC(=CC2=CC=CC=C12)C=1C=C2CN(C(C2=CC1)=O)[C@H]1C(NC(CC1)=O)=O